4-benzoquinone-d4 copper(II) octanate C(CCCCCCC)(=O)[O-].[Cu+2].C1(C(=C(C(C(=C1[2H])[2H])=O)[2H])[2H])=O.C(CCCCCCC)(=O)[O-]